1,5-diisocyanato-1,3,3-trimethylcyclohexane N(=C=O)C1(CC(CC(C1)N=C=O)(C)C)C